FC(OC1=CC=C(C=C1)S(=O)(=O)N1CCC2(C[C@@H](CC2)N2[C@@H]3CO[C@H](C2)C3)CC1)F (1S,4S)-5-[(3R)-8-[4-(difluoromethoxy)phenyl]sulfonyl-8-azaspiro[4.5]decan-3-yl]-2-oxa-5-azabicyclo[2.2.1]heptane